bis(4-methylphenyl)methylene(cyclopentadienyl)(1,2,3,4,7,8,9,10-octahydro-1,1,4,4,7,7,10,10-octamethyldibenzo(b,h)fluoren-12-yl)zirconium dichloride [Cl-].[Cl-].CC1=CC=C(C=C1)C(=[Zr+2](C1C2=CC3=C(C=C2C=2C=C4C(=CC12)C(CCC4(C)C)(C)C)C(CCC3(C)C)(C)C)C3C=CC=C3)C3=CC=C(C=C3)C